OCCCNC(C=C)=O N-(3-hydroxypropyl)-acrylamide